FC1=CC(=C(N)C(=C1)C(=C)C)C(=C)C 4-fluoro-2,6-bis(prop-1-en-2-yl)aniline